2-imidazo[1,2-a]Pyridin-2-ylethylamine N=1C(=CN2C1C=CC=C2)CCN